COCCN1N=NC(=C1)C=1C=C(OC2=CC=C(C=N2)C(=O)O)C=CC1 6-[3-[1-(2-methoxyethyl)triazol-4-yl]phenoxy]pyridine-3-carboxylic acid